C(#N)CCOC(C(CN)O)(O)P(=O)(C(C)C)C(C)C Cyanoethoxydiisopropylphosphinyl-3-Amino-1,2-Propanediol